(Z)-but-2-enoic acid 2-(((4-methoxy-3,5-dimethylpyridin-2-yl) methyl) sulfinyl)-1H-benzo[d]imidazol-5-yl ester COC1=C(C(=NC=C1C)CS(=O)C1=NC2=C(N1)C=CC(=C2)OC(\C=C/C)=O)C